[Cl-].C(=C)C1=CC=C(C=C1)[N+](C)(C)C (p-vinyl-phenyl)trimethyl-ammonium chloride